N-methylbenzo[d]Oxazole-2-carboxamide CNC(=O)C=1OC2=C(N1)C=CC=C2